C(C)(C)(C)OC(=O)N1C2C3=CC=CC=C3C1[C@H](CC2)C (9S)-9-methyl-12-azatricyclo[6.3.1.02,7]dodeca-2,4,6-triene-12-carboxylic acid tert-butyl ester